1-(4-(1-(2,6-dichlorophenyl)azetidin-3-yl)-2-fluoro-6-methylbenzyl)-3-methylazetidin-3-ol ClC1=C(C(=CC=C1)Cl)N1CC(C1)C1=CC(=C(CN2CC(C2)(O)C)C(=C1)C)F